FC1=CC=C(C=N1)[C@@H](C)NC(C1=CC(=CC(=C1)C1=NOC(C1)C=1C=NC=CC1)C1=NC=C(C=C1)C)=O N-((R)-1-(6-fluoropyridin-3-yl)ethyl)-3-(5-methylpyridin-2-yl)-5-(5-(pyridin-3-yl)-4,5-dihydroisoxazol-3-yl)benzamide